acetylacetone tin [Sn].C(C)(=O)CC(C)=O